NC1=NC=NN2C1=NC=C2C(=O)O 4-aminoimidazo[2,1-f][1,2,4]triazine-7-carboxylic acid